ClC1=CNC2=C(C=CC=C12)NS(=O)(=O)C=1C=NN(C1)S(=O)(=O)C=1C=NN(C1)CC(=O)N 2-[4-[4-[(3-Chloro-1H-indol-7-yl)sulfamoyl]pyrazol-1-yl]sulfonylpyrazol-1-yl]acetamid